6-fluoro-2-phenyl-2,3-dihydro-phthalazine-1,4-dione FC=1C=C2C(NN(C(C2=CC1)=O)C1=CC=CC=C1)=O